1-oxo-propan O=CCC